ClC=1C=C(C=CC1)C1(COCC1)C=1SC=C(N1)COC1=CC(=CC2=C1C=C(O2)C=2N=C1SC(=NN1C2)OC)OC 6-(4-((2-(3-(3-Chlorophenyl)tetrahydrofuran-3-yl)thiazol-4-yl)methoxy)-6-methoxybenzofuran-2-yl)-2-methoxyimidazo[2,1-b][1,3,4]thiadiazole